4-n-butyl-4'-((2,5-difluoro-4-isothiocyanatophenyl)ethynyl)-1,1'-biphenyl C(CCC)C1=CC=C(C=C1)C1=CC=C(C=C1)C#CC1=C(C=C(C(=C1)F)N=C=S)F